COC1=CC=C(C=C1N)N 6-methoxybenzene-1,3-diamine